NC=1C=C(C=CC1)NC1=NC(=NC=C1F)NC=1C=NN(C1)C N4-(3-aminophenyl)-5-fluoro-N2-(1-methyl-1H-pyrazol-4-yl)pyrimidine-2,4-diamine